N-((4-(5-amino-4-cyano-1H-pyrazol-3-yl)-1-((2-(trimethylsilyl)ethoxy)methyl)-1H-indazol-7-yl)methyl)-5-fluoro-2-methoxybenzamide NC1=C(C(=NN1)C1=C2C=NN(C2=C(C=C1)CNC(C1=C(C=CC(=C1)F)OC)=O)COCC[Si](C)(C)C)C#N